3-Benzenesulfonyl-potassium benzenesulfonate C1(=CC=CC=C1)S(=O)(=O)O.C1=CC(=CC=C1)S(=O)(=O)[K]